I.C1(CC1)C1=C(C(=NO1)C1=C(C=CC=C1Cl)Cl)CO[C@H]1[C@@H]2CN[C@H](C1)C2 (1S,4S,5R)-5-[5-cyclopropyl-3-(2,6-dichlorophenyl)-1,2-oxazol-4-yl]Methoxy-2-azabicyclo[2.2.1]Heptane hydroiodide